C(C1=CC=CC=C1)OC(=O)NCCCC[C@H](NC(=O)OC(C)(C)C)C(=O)O N6-((benzyloxy)carbonyl)-N2-(tert-butyloxycarbonyl)-L-lysine